O1CCC(CC1)C(=O)OC1CN(C1)C=1N=C(C2=C(N1)CC[S+]2[O-])NC2CCN(CC2)C(C)=O [1-[4-[(1-acetyl-4-piperidyl)amino]-5-oxido-6,7-dihydrothieno[3,2-d]pyrimidin-5-ium-2-yl]azetidin-3-yl] tetrahydropyran-4-carboxylate